methyl cis-3-(4-ethyl-1H-pyrazol-3-yl)-2-((((CIS)-4-phenylcyclohexyl)oxy)methyl)-piperidine-1-carboxylate C(C)C=1C(=NNC1)[C@@H]1[C@@H](N(CCC1)C(=O)OC)CO[C@@H]1CC[C@@H](CC1)C1=CC=CC=C1